OC(CSSC=1SC(=NN1)SSCC(CCCCCCCCCCCCCCCC)O)CCCCCCCCCCCCCCCC 2,5-bis(2-hydroxyoctadecyldithio)-1,3,4-thiadiazole